FC(OCC1(CC1)NC(=O)C=1C=NN2C1CN(C(C2)C)C(=O)OC(C)(C)C)F tert-butyl 3-({1-[(difluoromethoxy)methyl]cyclopropyl}carbamoyl)-6-methyl-4H,5H,6H,7H-pyrazolo[1,5-a]pyrazine-5-carboxylate